N-sulfopropyl-2,4,6-trimethylpyridine S(=O)(=O)(O)CCCN1C(C=C(C=C1C)C)C